ethyl (S)-3-amino-3-(4-fluoro-2',5,6'-trimethyl-4'-(trifluoromethyl)-[1,1'-biphenyl]-3-yl)propanoate hydrochloride Cl.N[C@@H](CC(=O)OCC)C=1C=C(C=C(C1F)C)C1=C(C=C(C=C1C)C(F)(F)F)C